(1S,3S)-[3-[4-[3-isopropyl-2-methylpyrazolo[4,3-b]pyridin-5-yl]pyrimidin-2-yl]aminocyclopentan-1-yl]carbamic acid tert-butyl ester C(C)(C)(C)OC(N[C@@H]1C[C@H](CC1)NC1=NC=CC(=N1)C=1C=CC=2C(N1)=C(N(N2)C)C(C)C)=O